3-((2-chloro-4-(trifluoromethyl)benzyl)oxy)cyclobutane-1-carboxylic acid ClC1=C(COC2CC(C2)C(=O)O)C=CC(=C1)C(F)(F)F